C(=O)O.NCCN1CCC(CC1)C(=O)N1CCN(CC1)C(=O)C1=C(C=C(C=C1)NC(=O)C=1N(C(=CN1)C1=C(C(=C(C=C1)OC)F)F)C)Cl N-[4-[4-[1-(2-aminoethyl)piperidine-4-carbonyl]piperazine-1-carbonyl]-3-chloro-phenyl]-5-(2,3-difluoro-4-methoxy-phenyl)-1-methyl-imidazole-2-carboxamide formate salt